C(C)(C)(C)N1N=C(C=C1NC1=CC(=NC=C1)CCC1CC(C1)NC(OC(C)(C)C)=O)[C@@H]1C[C@@H](CC1)O[Si](C)(C)C(C)(C)C tert-butyl ((1R,3r)-3-(2-(4-((1-(tert-butyl)-3-((1S,3R)-3-((tert-butyldimethylsilyl)oxy)cyclopentyl)-1H-pyrazol-5-yl)amino)pyridin-2-yl)ethyl)cyclobutyl)carbamate